ClC=1N=NC(=CC1C(=O)O)Cl 3,6-dichloro-4-carboxypyridazine